5-(4-(5-((7-cyclobutoxy-4-oxo-3,4-dihydrophthalazin-1-yl)methyl)-2-fluorobenzoyl)piperazin-1-yl)nicotinonitrile tert-butyl-4-(5-cyanopyridin-3-yl)piperazine-1-carboxylate C(C)(C)(C)OC(=O)N1CCN(CC1)C=1C=NC=C(C1)C#N.C1(CCC1)OC1=CC=C2C(NN=C(C2=C1)CC=1C=CC(=C(C(=O)N2CCN(CC2)C=2C=NC=C(C#N)C2)C1)F)=O